FC=1C=C2[C@@H](CCOC2=C(C1)F)N1C[C@H](NCC1)C1=C(C=CC=C1)C (R)-1-((R)-6,8-difluorochroman-4-yl)-3-(o-tolyl)piperazine